O[C@H]1CC[C@@]2([C@H]3CC[C@@]4([C@H](CC[C@H]4[C@@H]3CC=C2C1)[C@@H](CCC(=O)OCCCCCCCCC)C)C)C nonyl (R)-4-((3S,8S,9S,10R,13R,14S,17R)-3-hydroxy-10,13-dimethyl-2,3,4,7,8,9,10,11,12,13,14,15,16,17-tetradecahydro-1H-cyclopenta[a]phenanthren-17-yl)pentanoate